2-[[4-[2-(4-Chloro-2-fluoro-phenyl)-2-methyl-1,3-benzodioxol-4-yl]-2,5-difluoro-phenyl]methyl]-3-(2-methoxyethyl)benzimidazole-5-carboxylic acid ClC1=CC(=C(C=C1)C1(OC2=C(O1)C=CC=C2C2=CC(=C(C=C2F)CC=2N(C1=C(N2)C=CC(=C1)C(=O)O)CCOC)F)C)F